BrCC1=CC=C(CSC(CCC(=O)N([C@@H](C)C(=O)[O-])C)(C)C)C=C1 N-(4-((4-(bromomethyl)benzyl)thio)-4-methylpentanoyl)-N-methyl-L-alaninate